C12CN(CC(CC1)N2)C=2OC1=C(N2)C=C(C=C1C=1SC=CN1)CN(C)C 1-(2-(3,8-diazabicyclo[3.2.1]octan-3-yl)-7-(thiazol-2-yl)benzo[d]oxazol-5-yl)-N,N-dimethylmethanamine